(1R,4R)-4-((4-chloro-6-(4-fluoropiperidin-1-yl)pyrimidin-2-yl)amino)cyclohexane ClC1=NC(=NC(=C1)N1CCC(CC1)F)NC1CCCCC1